(3S)-3-(7-cyano-1,4-dimethyl-1H-benzotriazol-5-yl)-3-(7-{[(2R)-2-Ethyl-7-hydroxy-2,3-dihydropyrido[2,3-f][1,4]oxazepin-4(5H)-yl]methyl}-1-benzothiophen-5-yl)propanoic acid C(#N)C1=CC(=C(C2=C1N(N=N2)C)C)[C@@H](CC(=O)O)C=2C=C(C1=C(C=CS1)C2)CN2C[C@H](OC1=C(C2)N=C(C=C1)O)CC